COC=1C(C(=C(C(C1OC)=O)\C=C(\C(=O)O)/CCCCCCCCC)C)=O (2E)-2-[(4,5-dimethoxy-2-methyl-3,6-dioxocyclohexa-1,4-dien-1-yl)methylidene]undecanoic acid